C1C2C1CC=1C(=CC=CC21)C(O)C=2N=CN(C2)C(C2=CC=CC=C2)(C2=CC=CC=C2)C2=CC=CC=C2 (1,1a,6,6a-tetrahydrocycloprop[a]inden-5-yl)(1-trityl-1H-imidazol-4-yl)methanol